pyrazoline-4,5-dione N1NCC(C1=O)=O